1-((5H-imidazo[5,1-a]isoindol-5-yl)methyl)cyclopropane-1-carboxamide C=1N=CN2C1C1=CC=CC=C1C2CC2(CC2)C(=O)N